FC12CC(C1)(C2)CNC2CNCCC2 3-(((3-fluorobicyclo[1.1.1]pentan-1-yl)methyl)amino)piperidin